n-butyl 3,5-diaminobenzoate NC=1C=C(C(=O)OCCCC)C=C(C1)N